7,9-dihydro-1H-purine-2,6,8(3H)-trione N1C(NC=2NC(NC2C1=O)=O)=O